ethylphosphite C(C)OP([O-])[O-]